C(C1=CC=CC=C1)OC=1C(=C(C(=NC1C)NC(=O)C1=C(C2=C(S1)C=C(C=C2)C)Cl)C)C N-(5-(benzyloxy)-3,4,6-trimethylpyridin-2-yl)-3-chloro-6-methylbenzo[b]thiophene-2-carboxamide